methyl 4-bromo-1-((2-(trimethylsilyl)ethoxy)methyl)-1H-pyrazole-3-carboxylate BrC=1C(=NN(C1)COCC[Si](C)(C)C)C(=O)OC